COC1=CC=C(C=C1)N(C1=CC=C(C=C1)C=1OC2=C(C1)C=CC(=C2)C=C(C(=O)[O-])C#N)C2=CC=C(C=C2)OC 3-(2-(4-(bis(4-methoxyphenyl) amino) phenyl) benzofuran-6-yl)-2-cyanoacrylate